8-[(mesitylacetylacetyl)amino]-1,4-dioxaspiro[4.5]decane-8-carboxylic acid C1(=C(C(=CC(=C1)C)C)CC(=O)CC(=O)NC1(CCC2(OCCO2)CC1)C(=O)O)C